C(=CCCC)C1C(C(C(C(=O)[C@](OP(=O)(O)O)([C@@](O)([C@](O)([C@](O)(C(O)(CC=C(C)C)CC=C(C)C)CC=C(C)C)CC=C(C)C)CC=C(C)C)CCCCCCC1)(CC=C(C)C)CC=C(C)C)(CC=C(C)C)CC=C(C)C)(CC=C(C)C)CC=C(C)C undecanopentenyl-(undecaprenyl)-phosphoglucose